tert-butyl 6-((2,8-dimethyl-1-oxo-1,2-dihydrophthalazin-5-yl)amino)-2-azaspiro[3.3]heptane-2-carboxylate CN1C(C2=C(C=CC(=C2C=N1)NC1CC2(CN(C2)C(=O)OC(C)(C)C)C1)C)=O